(R)-2-((2-cyclopropyl-6-(3-hydroxypyrrolidin-1-yl)-1-oxo-1,2-dihydroisoquinolin-4-yl)(methyl)amino)-4-(4-fluorophenyl)thiazole-5-carbonitrile C1(CC1)N1C(C2=CC=C(C=C2C(=C1)N(C=1SC(=C(N1)C1=CC=C(C=C1)F)C#N)C)N1C[C@@H](CC1)O)=O